C1(=CC=CC=C1)[C-]1C=CC=C1.[C-]1(C=CC=C1)C1=CC=CC=C1.[Fe+2] bis-phenyl-ferrocene